BrC1=CC(=C(C=C1)C(=CC1=CC(=CC=C1)OC)C)OCOC 4-bromo-2-(methoxymethoxy)-1-[1-(3-methoxyphenyl)prop-1-en-2-yl]benzene